NC=1SC2=C(C1C(=O)C1=CC=C(C=C1)C)CCCC2 (2-amino-4,5,6,7-tetrahydro-1-benzothiophene-3-yl)(4-methylphenyl)methanone